3-(2-chloro-4-fluorophenoxy)-N-(3-(S-methylsulfonimidoyl)phenyl)-6-((trifluoromethyl)thio)pyridazine-4-carboxamide ClC1=C(OC=2N=NC(=CC2C(=O)NC2=CC(=CC=C2)S(=O)(=N)C)SC(F)(F)F)C=CC(=C1)F